C(C)[C@@H]1N(C[C@H](N(C1)C(C)C1=C(C2=C(N=C(S2)C)C=C1)F)CC)C=1C=2C(N(C(N1)=O)C)=CN(N2)CC#N 2-(7-((2S,5R)-2,5-diethyl-4-(1-(7-fluoro-2-methylbenzo[d]thiazol-6-yl)ethyl)piperazin-1-yl)-4-methyl-5-oxo-4,5-dihydro-2H-pyrazolo[4,3-d]pyrimidin-2-yl)acetonitrile